(S or R)-2-bromo-4-(1-methoxyethyl)-6-(methylsulfonyl)pyridine BrC1=NC(=CC(=C1)[C@H](C)OC)S(=O)(=O)C |o1:7|